BrC1=NNC(=C1)NC(=S)N 1-(3-bromo-1H-pyrazol-5-yl)thiourea